[N+](=O)([O-])C(CC1=C(C=CC=C1N)N)C 2-nitropropyl-1,3-diamino-benzene